COC1=CC=C(CSC[C@@H](C(=O)N[C@H](C(=O)NC)CSCC2=CC=C(C=C2)OC)NC)C=C1 R-3-((4-methoxybenzyl)thio)-N-((R)-3-((4-methoxybenzyl)thio)-1-(methylamino)-1-oxopropan-2-yl)-2-(methylamino)propanamide